C(C)(C)C1=CC=C(C=C1)C#CC=1C=C(C(=O)O)C=CN1 2-((4-isopropylphenyl)ethynyl)isonicotinic acid